2-bromo-1,2-benzisothiazol-3(2H)-one-1,1-dioxide BrN1S(C2=C(C1=O)C=CC=C2)(=O)=O